3-(9,9-dimethyl-6-(4,4,5,5-tetramethyl-1,3,2-dioxaborolan-2-yl)-9H-fluoren-3-yl)pyridine CC1(C2=CC=C(C=C2C=2C=C(C=CC12)C=1C=NC=CC1)B1OC(C(O1)(C)C)(C)C)C